6-(((3R,4R)-3-fluoro-4-hydroxypyrrolidin-1-yl)methyl)-2-(3-((R)-1-(4-methyl-4H-1,2,4-triazol-3-yl)propan-2-yl)phenyl)-4-(trifluoromethyl)isoindolin-1-one F[C@@H]1CN(C[C@H]1O)CC1=CC(=C2CN(C(C2=C1)=O)C1=CC(=CC=C1)[C@@H](CC1=NN=CN1C)C)C(F)(F)F